FC(C=1C=CC=2N(C1)C=NC2)(F)F 6-(trifluoromethyl)imidazo[1,5-a]pyridine